ClC=1C=C(C=CC1F)NC(N(C=1C=NC(=CC1)OC)CC1=NNC(=C1)OC)=O 3-(3-Chloro-4-fluorophenyl)-1-((5-methoxy-1H-pyrazol-3-yl)methyl)-1-(6-methoxypyridin-3-yl)urea